(S)-2-(trimethylsilyl)ethyl 4-(2-(2-hydroxyphenyl)-6a,7,9,10-tetrahydro-5H-pyrazino[1',2':4,5]pyrazino[2,3-c]pyridazin-8(6H)-yl)piperidine-1-carboxylate OC1=C(C=CC=C1)C=1C=C2C(=NN1)NC[C@@H]1N2CCN(C1)C1CCN(CC1)C(=O)OCC[Si](C)(C)C